3-(((R)-5-fluoro-1-methyl-3-oxoisoindolin-4-yl)amino)-4-(((R)-1-(5-methylfuran-2-yl)propyl)amino)cyclobut-3-ene-1,2-dione FC=1C(=C2C(N[C@@H](C2=CC1)C)=O)NC=1C(C(C1N[C@H](CC)C=1OC(=CC1)C)=O)=O